(7-oxabicyclo[4.1.0]heptan-3-yl)methyl 7-oxabicyclo[4.1.0]heptane-3-carboxylate C12CC(CCC2O1)C(=O)OCC1CC2OC2CC1